OCCOCCO bis(2-hydroxyethyl) ether